(S)-1-(4-(6-(3-aminopiperidin-1-yl)pyridin-3-ylamino)-6-(3-chloro-5-fluoro-4-hydroxy-phenyl)-1,5-naphthyridin-3-yl)ethanone N[C@@H]1CN(CCC1)C1=CC=C(C=N1)NC1=C(C=NC2=CC=C(N=C12)C1=CC(=C(C(=C1)F)O)Cl)C(C)=O